O-methylguanosine-3'-phosphorothioate P(O)(O)(=S)O[C@H]1[C@H]([C@@H](O[C@@H]1CO)N1C=NC=2C(=O)NC(N)=NC12)OC